ClC=1C=CC(=C(C1)N1N=C(N=C1[C@H]1[C@H](O)[C@H]([C@@H](O)[C@H](O1)CO)NN=CC1=C(C=CC=C1)OC)C)C(F)(F)F 5-chloro-1-{5-{3-deoxy-3-{2-[(2-methoxyphenyl)methylene]hydrazinyl}-β-D-galactopyranosyl}-3-methyl-1H-1,2,4-triazol-1-yl}-2-(trifluoromethyl)benzene